(3S)-3-(5-fluoro-6-methylpyridin-3-yl)-1,2-oxazolidine-2-carboxylic acid tert-butyl ester C(C)(C)(C)OC(=O)N1OCC[C@H]1C=1C=NC(=C(C1)F)C